C(C)OC(=O)C1=C2C(=NO1)C(=CC=C2)C 7-methylbenzo[c]isoxazole-3-carboxylic acid ethyl ester